4-(2-Chloro-3-cyano-8-((5,6-dichloro-1H-indazol-4-yl)oxy)quinolin-4-yl)piperazine-1-carboxylic acid tert-butyl ester C(C)(C)(C)OC(=O)N1CCN(CC1)C1=C(C(=NC2=C(C=CC=C12)OC1=C2C=NNC2=CC(=C1Cl)Cl)Cl)C#N